N1CCCC2=CC=CC=C12 1,2,3,4-tetrahydro-quinoline